2-[(2E)-2-(aminomethyl)-3-fluoroprop-2-en-1-yl]-7-[4-(morpholin-4-ylcarbonyl)phenyl][1,2,4]triazolo[4,3-a]pyridin-3(2H)-one hydrochloride Cl.NC/C(/CN1N=C2N(C=CC(=C2)C2=CC=C(C=C2)C(=O)N2CCOCC2)C1=O)=C\F